CC1(C2C3C4C=CC(C3C(C1)C2)C4)C(=O)OCCCC 8-methyl-8-n-butoxycarbonyl-tetracyclo[4.4.0.12,5.17,10]-3-dodecene